ClC1=C(C(=CC=C1)Cl)N1CN(C2=NC(=NC=C2C1=O)NC=1C=C2C=CN(C2=CC1)C1CCN(CC1)C(C)C)C 3-(2,6-dichlorophenyl)-7-((1-(1-isopropylpiperidin-4-yl)-1H-indol-5-yl)amino)-1-methyl-2,3-dihydropyrimido[4,5-d]Pyrimidine-4(1H)-one